4-fluoro-1-{3-oxo-2H,3H-[1,2,4]triazolo[4,3-a]pyridine-8-carbonyl}-N-{phenyl[4-(propan-2-yl)phenyl]methyl}pyrrolidine-2-carboxamide FC1CC(N(C1)C(=O)C=1C=2N(C=CC1)C(NN2)=O)C(=O)NC(C2=CC=C(C=C2)C(C)C)C2=CC=CC=C2